benzenemalonic acid C1(=CC=CC=C1)C(C(=O)O)C(=O)O